phenol compound with phenol C1(=CC=CC=C1)O.C1(=CC=CC=C1)O